1-(3-cyclopropoxyphenyl)-1-(4-(4,4,5,5-tetramethyl-1,3,2-dioxaborolan-2-yl)phenyl)ethanol C1(CC1)OC=1C=C(C=CC1)C(C)(O)C1=CC=C(C=C1)B1OC(C(O1)(C)C)(C)C